[Si](C)(C)(C(C)(C)C)OC[C@@H](C1=CC=C(C=C1)C#C[Si](C)(C)C)NC(OC(C)(C)C)=O Tert-butyl (R)-(2-((tert-butyldimethylsilyl)oxy)-1-(4-((trimethylsilyl)ethynyl)phenyl)ethyl)carbamate